N-(((1R,2R,3S,4R)-4-(4-chloro-7H-pyrrolo[2,3-d]pyrimidin-7-yl)-2,3-dihydroxycyclopentyl)methyl)-N-(3-(naphthalen-2-yl)prop-2-yn-1-yl)acetamide ClC=1C2=C(N=CN1)N(C=C2)[C@H]2[C@@H]([C@@H]([C@H](C2)CN(C(C)=O)CC#CC2=CC1=CC=CC=C1C=C2)O)O